6-Bromo-1-(2,2-difluoropropyl)-7-methoxy-1H-indazole BrC1=CC=C2C=NN(C2=C1OC)CC(C)(F)F